6-(4-chlorophenyl)-5-(4-methylquinolin-6-yl)tetrazolo[1,5-a]pyrazin-8-amine ClC1=CC=C(C=C1)C=1N=C(C=2N(C1C=1C=C3C(=CC=NC3=CC1)C)N=NN2)N